N1C=NC=C1.C12CC3CC(CC(C1)C3)C2 adamantane imidazole salt